(1-methyl-1H-pyrazol-3-yl)methanon CN1N=C(C=C1)C=O